C(C)(=O)C1=CC=C2C(N(C(C2=C1)=O)CC1=NC=C(C=C1)Cl)(OCCO)C1=CC=C(C=C1)Cl 6-acetyl-3-(4-chloro-phenyl)-2-(5-chloro-pyridin-2-ylmethyl)-3-(2-hydroxy-ethoxy)-2,3-dihydro-isoindol-1-one